OC(CNC(OCC1=CC=CC=C1)=O)C(NC=1N=C(N(C1)COCC[Si](C)(C)C)C)=O benzyl N-{2-hydroxy-2-[(2-methyl-1-{[2-(trimethylsilyl)ethoxy]methyl}-1H-imidazol-4-yl)carbamoyl]-ethyl}carbamate